COC1=C(C=CC(=C1)[N+](=O)[O-])NC(C)=O N-(2-methoxy-4-nitro-phenyl)-acetamide